ClC=1C=2N(C=CN1)C=C(C2)C2=NC(=NC=C2)NC2=CC=NN2C 4-(1-chloropyrrolo[1,2-a]pyrazin-7-yl)-N-(1-methyl-1H-pyrazol-5-yl)pyrimidin-2-amine